IC1=CC2=C(N(C=N2)COCC[Si](C)(C)C)C=C1 2-[(5-iodobenzimidazol-1-yl)methoxy]ethyl-trimethylsilane